Trisodium Monohydrogen Pyrophosphate OP([O-])(=O)OP(=O)([O-])[O-].[Na+].[Na+].[Na+]